2-(4-(9-(tert-butyl)-1,3-dioxo-1H-xantheno[2,1,9-def]isoquinolin-2(3H)-yl)phenyl)acetic acid C(C)(C)(C)C1=CC=C2OC=3C=CC=4C(N(C(C5=CC=C(C3C45)C2=C1)=O)C1=CC=C(C=C1)CC(=O)O)=O